C(CCCCCCC\C=C/CCCCCCCC)CC(CC(=O)[O-])=O.C(CCCCCCC\C=C/CCCCCCCC)CC(CC(=O)[O-])=O.[Al+2] aluminum bis(oleyl acetoacetate)